ethoxy-4,6-difluoro-7-(4-fluorophenyl)dibenzo[B,d]thiophene C(C)OC1=CC=C(C=2SC3=C(C21)C=CC(=C3F)C3=CC=C(C=C3)F)F